ClC1=NC=C2CCN(CC2=C1)CC1=NC2=C(N1C[C@H]1OCC1)C=C(C=C2)C(=O)OC(C)(C)C tert-butyl (S)-2-((7-chloro-3,4-dihydro-2,6-naphthyridin-2(1H)-yl) methyl)-1-((oxetan-2-yl) methyl)-1H-benzo[d]imidazole-6-carboxylate